4-methyl-2-oxovaleric acid sodium salt [Na+].CC(CC(C(=O)[O-])=O)C